1-(4-Methyl-5-(2-(methylamino)pyrimidin-4-yl)thiazol-2-yl)-3-phenylurea CC=1N=C(SC1C1=NC(=NC=C1)NC)NC(=O)NC1=CC=CC=C1